FC=1C(=NC=CC1)SC=1C=2N(C=C(C1)C=1C=NN(C1C)C1CCN(CC1)S(=O)(=O)C)N=CC2C#N 4-[(3-fluoro-2-pyridyl)sulfanyl]-6-[5-methyl-1-(1-methylsulfonyl-4-piperidyl)pyrazol-4-yl]pyrazolo[1,5-a]pyridine-3-carbonitrile